S1C(=CC=C1)C=1SC=CC1 bithiopheneyl